OCC1(CCOCC1)NC(=O)C=1C=2C[C@@H]3[C@H](C2N(N1)C1=NC=C(N=C1)C1CC1)C3 (1aR,5aR)-2-(5-Cyclopropyl-pyrazin-2-yl)-1a,2,5,5a-tetrahydro-1H-2,3-diaza-cyclopropa[a]pentalene-4-carboxylic acid (4-hydroxymethyl-tetrahydro-pyran-4-yl)-amide